C(#N)C1=CC=C(COC2=CC=CC(=N2)C2CCN(CC2)CC2=NC3=C(N2C[C@H]2OCC2)C=C(C=C3)C(=O)O)C=C1 2-[(4-{6-[(4-cyanobenzyl)oxy]pyridin-2-yl}piperidin-1-yl)methyl]-1-[(2S)-oxetan-2-ylmethyl]-1H-benzimidazole-6-carboxylic acid